zinc(II) thiosulfate S(=S)(=O)([O-])[O-].[Zn+2]